(2S)-2-{[(benzyloxy)carbonyl]amino}-3-(quinolin-6-yl)propanoic acid C(C1=CC=CC=C1)OC(=O)N[C@H](C(=O)O)CC=1C=C2C=CC=NC2=CC1